(R)-N-(3-((5-(1-amino-8-azaspiro[4.5]decan-8-yl)imidazo[1,2-c]pyrimidin-8-yl)thio)-2-chlorophenyl)acrylamide diisopropyl-3-phenoxycyclobutane-1,1-dicarboxylate C(C)(C)OC(=O)C1(CC(C1)OC1=CC=CC=C1)C(=O)OC(C)C.N[C@@H]1CCCC12CCN(CC2)C2=NC=C(C=1N2C=CN1)SC=1C(=C(C=CC1)NC(C=C)=O)Cl